FC1=CC=C2C=C(C(=NC2=C1F)C)C=1OC(CC(N1)(COC1=CC=CC=C1)C)(C)C 2-(7,8-difluoro-2-methyl-3-quinolyl)-4,6,6-trimethyl-4-(phenoxymethyl)-5H-1,3-oxazine